C1(CCCCC1)CNC1=C2C(=NC(=N1)C1=CC=C(C#N)C=C1)N(N=C2CC)C 4-(4-((cyclohexylmethyl)amino)-3-ethyl-1-methyl-1H-pyrazolo[3,4-d]pyrimidin-6-yl)benzonitrile